sodium hydrogen carbonate (bicarbonate) C([O-])(O)=O.C(O)(O)=O.[Na+]